2-(difluoromethyl)-4-methyl-6,7-dihydro-5H-pyrrolo[3,4-b]Pyridine, dihydrochloride Cl.Cl.FC(C1=CC(=C2C(=N1)CNC2)C)F